C(C)(C)(C)OC(CN(C)C(CN(C)C(=O)OCC1C2=CC=CC=C2C=2C=CC=CC12)=O)=O N-(N-(((9H-fluoren-9-yl)methoxy)carbonyl)-N-methylglycyl)-N-methylglycine tert-butyl ester